6-(4-chlorophenyl)-N-(3,3-difluoro-2-hydroxypropyl)-2-(1-methyl-1H-pyrazol-4-yl)-3-oxo-2,3-dihydropyridazine-4-carboxamide ClC1=CC=C(C=C1)C=1C=C(C(N(N1)C=1C=NN(C1)C)=O)C(=O)NCC(C(F)F)O